(2S)-2-(9H-fluoren-9-ylmethoxycarbonylamino)-3-hydroxy-propionic acid C1=CC=CC=2C3=CC=CC=C3C(C12)COC(=O)N[C@H](C(=O)O)CO